C(#N)C1=CC=C(C=C1)C1CN(CCC1(F)F)C(=O)OC(C)(C)C tert-butyl 3-(4-cyanophenyl)-4,4-difluoropiperidine-1-carboxylate